O(C1=CC=CC=C1)C1=CC=C(C=C1)[14C]1=NN2C(NCC[C@H]2C2CCNCC2)=C1C(=O)N (S)-2-(4-phenoxyphenyl)-7-(piperidin-4-yl)-4,5,6,7-tetrahydro[2-14C]Pyrazolo[1,5-a]Pyrimidine-3-carboxamide